FC(COC1=CC=CC=N1)(F)F 6-(2,2,2-Trifluoroethoxy)pyridin